C(C)(C)(C)OC(N(C)[C@H]1C[C@H](N(C(C1)=O)C1=CC=C2C(=NN(C2=C1)C)C1C(NC(CC1)=O)=O)C)=O ((2R,4S)-1-(3-(2,6-dioxopiperidin-3-yl)-1-methyl-1H-indazol-6-yl)-2-methyl-6-oxopiperidin-4-yl)(methyl)carbamic acid tert-butyl ester